(4-(difluoromethoxy)phenyl)-6-(2-methyl-2H-indazol-5-yl)-2-(2,2,2-trifluoroethoxy)pteridin-7(8H)-one FC(OC1=CC=C(C=C1)C1=NC(=NC=2NC(C(=NC12)C1=CC2=CN(N=C2C=C1)C)=O)OCC(F)(F)F)F